1-(2-hydroxyphenyl)-N-[(1R)-1-[3-nitro-5-(trifluoromethyl)phenyl]ethyl]-6-oxopyridazine-3-carboxamide OC1=C(C=CC=C1)N1N=C(C=CC1=O)C(=O)N[C@H](C)C1=CC(=CC(=C1)C(F)(F)F)[N+](=O)[O-]